4-(8-((4-([1,2,4]triazolo[1,5-a]pyridin-7-yloxy)-2-methoxy-5-methylphenyl)amino)pyrimido[5,4-d]pyrimidin-2-yl)piperazine-1-carboxylic acid tert-butyl ester C(C)(C)(C)OC(=O)N1CCN(CC1)C=1N=CC2=C(N1)C(=NC=N2)NC2=C(C=C(C(=C2)C)OC2=CC=1N(C=C2)N=CN1)OC